N1CCC(CC1)C(C(=O)O)C 2-(piperidin-4-yl)propionic acid